O=C1C2=C(N=C(N1)C1=C(C=C(C=C1)C1=CC(=CC=C1)C(=O)O)OCCC)NN=N2 4'-(7-oxo-6,7-dihydro-3H-[1,2,3]triazolo[4,5-d]pyrimidin-5-yl)-3'-propoxy-[1,1'-biphenyl]-3-carboxylic acid